ClC1=C2C=CN(C2=C(C=C1)OCCC1CCCCC1)C(C)C 4-chloro-7-(2-cyclohexylethoxy)-1-isopropyl-1H-indole